1-[2-(methacryloyloxy)ethyl]-2-imidazolidinone C(C(=C)C)(=O)OCCN1C(NCC1)=O